methyl (S)-4-(5-(3,6,9,12-tetraoxapentadec-14-yn-1-yl)-1,3,4-oxadiazol-2-yl)-2-(4-(N-((2-amino-4-hydroxypteridin-6-yl)methyl)-2,2,2-trifluoroacetamido)benzamido)butanoate C(COCCOCCOCCOCC#C)C1=NN=C(O1)CC[C@@H](C(=O)OC)NC(C1=CC=C(C=C1)N(C(C(F)(F)F)=O)CC=1N=C2C(=NC(=NC2=NC1)N)O)=O